FC1=C(COC=2C=C3N(C(N2)=O)C[C@@H]2N3CCC2)C=CC(=C1)F (R)-3-((2,4-difluorobenzyl)oxy)-7,8,8a,9-tetrahydropyrrolo[1',2':3,4]imidazo[1,2-c]pyrimidin-1(6H)-one